1-[5-bromo-1-(oxan-2-yl)pyrazole-3-carbonyl]piperidine-4-carboxylic acid BrC1=CC(=NN1C1OCCCC1)C(=O)N1CCC(CC1)C(=O)O